N-[(3-chlorophenyl)methyl]-6-fluoro-3,4-dihydro-4-oxo-5-[2-[tetrahydro-5-[(2-hydroxyacetyl)amino]-2H-pyran-2-yl]ethoxy]-2-quinazolinecarboxamide ClC=1C=C(C=CC1)CNC(=O)C1=NC2=CC=C(C(=C2C(N1)=O)OCCC1OCC(CC1)NC(CO)=O)F